5,5'-oxybis(isobenzofuran-1,3-dione) O(C=1C=C2C(OC(C2=CC1)=O)=O)C=1C=C2C(OC(C2=CC1)=O)=O